FC1=CC=C2C=3C=CC(=CC3NC2=C1)CC(=O)NC1=CC=C(CNC(OC(C)(C)C)=O)C=C1 tert-butyl 4-(2-(7-fluoro-9H-carbazol-2-yl)acetamido)benzylcarbamate